tert-butyl (3S)-3-[4-[3-chloro-2-fluoro-4-(1-methylcyclobutoxy)anilino]pyrido[3,2-d]pyrimidin-6-yl]oxypyrrolidine-1-carboxylate ClC=1C(=C(NC=2C3=C(N=CN2)C=CC(=N3)O[C@@H]3CN(CC3)C(=O)OC(C)(C)C)C=CC1OC1(CCC1)C)F